C1C(=O)[C@@H]([C@H]([C@@H]([C@@]1(COP(=O)([O-])[O-])O)O)O)O The molecule is an organophosphate oxoanion obtained by deprotonation of the phosphate OH groups of 5-epi-valiolone 7-phosphate; major species at pH 7.3. It has a role as a bacterial metabolite. It is a conjugate base of a 5-epi-valiolone 7-phosphate.